O=C1NC=C(C=2C1=CC=1C=CN=C(C1C2)OC[C@H]2NC(CC2)=O)C2CN(C2)C(=O)OC(C)(C)C tert-butyl (S)-3-(1-oxo-6-((5-oxopyrrolidin-2-yl)methoxy)-1,2-dihydropyrido[3,4-g]isoquinolin-4-yl)azetidine-1-carboxylate